C(C)(C)N1N=CC(=C1C)B1OC(C(O1)(C)C)(C)C 1-isopropyl-5-methyl-4-(4,4,5,5-tetramethyl-1,3,2-dioxaborolan-2-yl)-1H-pyrazole